C1(=CC=CC=C1)N1C=CC2=CC=C(C=C12)C1=NNC(=C1)NC(C1=CC=C(C=C1)NC1CCN(CC1)C)=O N-(3-(1-phenyl-1H-indol-6-yl)-1H-pyrazol-5-yl)-4-((1-methylpiperidin-4-yl)amino)benzamide